C(C)(C)(C)OC(=O)NCCN1C(N(C=C(C1=O)C1=C(C(=CC=C1)Cl)Cl)CC(=O)O)=O [3-(2-tert-Butoxycarbonylamino-ethyl)-5-(2,3-dichloro-phenyl)-2,4-dioxo-3,4-dihydro-2H-pyrimidin-1-yl]-acetic acid